ethyl 4-(3-chloromethylpicolinamido)-1-(5-(6-ethoxy-1H-pyrazolo[3',4':3,4]pyrazolo[1,5-a]pyridin-4-yl)pyridin-2-yl)piperidine-4-carboxylate ClCC=1C(=NC=CC1)C(=O)NC1(CCN(CC1)C1=NC=C(C=C1)C=1C=2N(C=C(C1)OCC)N=C1C2C=NN1)C(=O)OCC